6-fluoro-2-methylpyrido[2,3-d]pyrimidine-4-thiol FC1=CC2=C(N=C(N=C2S)C)N=C1